FC(COC1=NN2C(N=CC=C2)=C1)F (2,2-difluoroethoxy)pyrazolo[1,5-a]pyrimidine